6-amino-3-methyl-1,4-diphenyl-1,4-dihydropyrano[2,3-c]pyrazole NC1=CC(C2=C(N(N=C2C)C2=CC=CC=C2)O1)C1=CC=CC=C1